3-pyrrolidin-1-yl-propionyl chloride N1(CCCC1)CCC(=O)Cl